ClC1=C(C=CC=C1)CCC=1C(NSC1)=O (chlorophenyl)ethyl-3-isothiazolone